4-(6-Bromoimidazo[1,2-a]pyridin-3-yl)-(5-(4-methylpiperazin-1-yl)pyridin-2-yl)pyrimidin-2-amine BrC=1C=CC=2N(C1)C(=CN2)C2=NC(=NC=C2C2=NC=C(C=C2)N2CCN(CC2)C)N